FC(C=1C=CC(=NC1)NC1=NC(=CC(=C1)N1CCN(CC1)C(=O)OC(C)(C)C)N1CCOCC1)F tert-butyl 4-(2-{[5-(difluoromethyl)pyridin-2-yl]amino}-6-(morpholin-4-yl)pyridin-4-yl)piperazine-1-carboxylate